{9-[(phenyl)methyl]-5-carbamoyl-carbazole-4-yl}glycolic acid C1(=CC=CC=C1)CN1C2=CC=CC(=C2C=2C(=CC=CC12)C(C(=O)O)O)C(N)=O